N-(1-methyl-4-piperidyl)-6-[3-[(4-methylsulfonylanilino)methyl]phenyl]-1-(2,2,2-trifluoroethyl)indol-4-amine CN1CCC(CC1)NC=1C=2C=CN(C2C=C(C1)C1=CC(=CC=C1)CNC1=CC=C(C=C1)S(=O)(=O)C)CC(F)(F)F